1-((5,6-bis(benzyloxy)pyrimidin-4-yl)methyl)-4-(4-iodophenyl)pyrrolidin-2-one C(C1=CC=CC=C1)OC=1C(=NC=NC1OCC1=CC=CC=C1)CN1C(CC(C1)C1=CC=C(C=C1)I)=O